1-(3-methoxyphenyl)-1-cyclohexanecarbonitrile COC=1C=C(C=CC1)C1(CCCCC1)C#N